(S)-5-(4-((2-(4-((3-(2-hydroxypropoxy)-5-(trifluoromethoxy)benzyl)amino)butoxy)ethyl)amino)-1H-indazol-6-yl)pyridazin-3-ol O[C@H](COC=1C=C(CNCCCCOCCNC2=C3C=NNC3=CC(=C2)C=2C=C(N=NC2)O)C=C(C1)OC(F)(F)F)C